1-methyl-4-propoxy-pyrrolo[3,2-c]pyridin-2-amine CN1C(=CC=2C(=NC=CC21)OCCC)N